[Si](C)(C)(C(C)(C)C)OCCN(C=1C=2C=C(N=CC2C(=CC1)I)Cl)C N-(2-((tert-butyldimethylsilyl)oxy)ethyl)-3-chloro-8-iodo-N-methylisoquinolin-5-amine